C(C)(C)(C)OC(=O)N(C1(CCN(CC1)CC(F)(F)F)C(=O)OC)NC(=O)OC(C)(C)C methyl 4-{[(tert-butoxy)carbonyl]({[(tert-butoxy)carbonyl]amino})amino}-1-(2,2,2-trifluoroethyl)piperidine-4-carboxylate